ClC1=CC=NN1[C@@H]1CN(CCC1(F)F)CC 5-chloro-1-[(3R)-1-ethyl-4,4-difluoro-3-piperidinyl]Pyrazole